(2S,6R)-2,6-dimethyl-4-(2-((5-(4,4,5,5-tetramethyl-1,3,2-dioxaborolan-2-yl)pyrimidin-2-yl)oxy)ethyl)morpholine C[C@H]1CN(C[C@H](O1)C)CCOC1=NC=C(C=N1)B1OC(C(O1)(C)C)(C)C